3-{4-[({4-[(dimethylamino)methyl]benzene-sulfonyl}carbamoyl)methyl]-3,5-bis(propan-2-yl)phenyl}benzoic acid CN(C)CC1=CC=C(C=C1)S(=O)(=O)NC(=O)CC1=C(C=C(C=C1C(C)C)C=1C=C(C(=O)O)C=CC1)C(C)C